3-(7-bromo-6-chloro-2-methyl-benzimidazol-1-yl)-N-methyl-propan-1-amine BrC1=C(C=CC2=C1N(C(=N2)C)CCCNC)Cl